ClC1=C(C(=C(C=C1OC)OC)Cl)C1=CC2=C(N=C(N=C2)N[C@@H]2COCC[C@@H]2NC(C=C)=O)C(=N1)NCCSC(C)C N-((3S,4S)-3-((6-(2,6-dichloro-3,5-dimethoxyphenyl)-8-((2-(isopropylthio)ethyl)amino)pyrido[3,4-d]pyrimidin-2-yl)amino)tetrahydro-2H-pyran-4-yl)acrylamide